C(CCCCC\C=C\C=C)(=O)O (7E)-7,9-decadienoic acid